3-methyl-N-[7-methyl-[1,2,4]triazolo[1,5-a]pyridin-6-yl]-1H-pyrazolo[3,4-d]pyrimidin-6-amine CC1=NNC2=NC(=NC=C21)NC=2C(=CC=1N(C2)N=CN1)C